5-(2-methoxyethyl)-5-(p-tolyl)imidazolidine-2,4-dione COCCC1(C(NC(N1)=O)=O)C1=CC=C(C=C1)C